C(CCCCCCCCCC)SCC(=O)O (undecylthio)-acetic acid